ClC1=CC2=C(N(C(N=C2N2C[C@H](N(C[C@@H]2C)C(=O)OC(C)(C)C)C)=O)C=2C(=NC(=CC2C)C=C)C(C)C)N=C1C1=C(C=CC=C1)F tert-butyl (2R,5S)-4-(6-chloro-7-(2-fluorophenyl)-1-(2-isopropyl-4-methyl-6-vinylpyridin-3-yl)-2-oxo-1,2-dihydropyrido[2,3-d]pyrimidin-4-yl)-2,5-dimethylpiperazine-1-carboxylate